5-(4-((4,7-dioxaspiro[2.5]octan-5-yl)methoxy)phenyl)-2-oxo-6-(trifluoromethyl)-1,2-dihydropyridine-3-carboxamide C1CC12OC(COC2)COC2=CC=C(C=C2)C=2C=C(C(NC2C(F)(F)F)=O)C(=O)N